N-[(6-Amino-2-pyridyl)sulfonyl]-6-(3-fluoro-5-isobutoxyphenyl)-2-(2-methyl-3-phenylpyrrolidin-1-yl)pyridin-3-carboxamid NC1=CC=CC(=N1)S(=O)(=O)NC(=O)C=1C(=NC(=CC1)C1=CC(=CC(=C1)OCC(C)C)F)N1C(C(CC1)C1=CC=CC=C1)C